COCCN1CCC2=C(CC1)C=C(C=C2)C=2C=C1C(=NC2)NN=C1C1=CC2=C(C(NCCO2)=O)C=C1 8-(5-(3-(2-Methoxyethyl)-2,3,4,5-tetrahydro-1H-benzo[d]azepin-7-yl)-1H-pyrazolo[3,4-b]pyridin-3-yl)-3,4-dihydrobenzo[f][1,4]oxazepin-5(2H)-one